3-amino-5-iodobenzonitrile NC=1C=C(C#N)C=C(C1)I